alanyl-phenylglycine tert-butyl ester C(C)(C)(C)OC(C(NC([C@@H](N)C)=O)C1=CC=CC=C1)=O